NC=1C=C(C=CC1)C=1C2=CC=CC=C2C(=C2C=CC=CC12)C1=CC(=CC=C1)N bis(3-amino-phenyl)anthracene